C12(CC3CC(CC(C1)C3)C2)N 1-Adamantylamine